naphthylphenylphenylenediamine C1(=CC=CC2=CC=CC=C12)N(C1=C(C=CC=C1)N)C1=CC=CC=C1